1-(8-((4-(difluoromethoxy)phenyl)sulfonyl)-8-azabicyclo[3.2.1]oct-3-yl)-3-methylpyrrolidin-3-ol FC(OC1=CC=C(C=C1)S(=O)(=O)N1C2CC(CC1CC2)N2CC(CC2)(O)C)F